methyl 2-(5-{bis[(tert-butoxy)carbonyl]amino}-3-chloropyridin-2-yl)-2H-1,2,3-triazole-4-carboxylate C(C)(C)(C)OC(=O)N(C=1C=C(C(=NC1)N1N=CC(=N1)C(=O)OC)Cl)C(=O)OC(C)(C)C